CN1C(N2C(CN(CC2)C2=CC=CC3=CC(=CC=C23)C(=O)N2CCCCC2)C1)=O 2-methyl-7-(6-(piperidine-1-carbonyl)naphthalen-1-yl)hexahydroimidazo[1,5-a]pyrazin-3(2H)-one